NC1=C(C(=C(C(=O)O)C=C1Cl)F)F 4-Amino-5-chloro-2,3-difluoro-benzoic acid